4-chloro-11-azatricyclo[6.2.1.02,7]Undec-2,4,6-triene-11-carboxylic acid tert-butyl ester C(C)(C)(C)OC(=O)N1C2C3=CC(=CC=C3C1CC2)Cl